Terpyridyl-dione N1=C(C(C(C=C1)=O)=O)C1=NC=CC=C1C1=NC=CC=C1